4-((5-chloro-4-(1-isopropyl-1H-pyrazol-4-yl)pyrimidin-2-yl)amino)-N-(3-hydroxyphenyl)-3-methoxybenzamide ClC=1C(=NC(=NC1)NC1=C(C=C(C(=O)NC2=CC(=CC=C2)O)C=C1)OC)C=1C=NN(C1)C(C)C